5-bromo-2-[3-methyl-5-(trifluoromethyl)pyrazol-1-yl]pyridine BrC=1C=CC(=NC1)N1N=C(C=C1C(F)(F)F)C